(3R)-3-amino-5-[(4-chlorophenyl)methyl]-7-[5-(3,3-difluoropiperidine-1-carbonyl)-1,3,4-oxadiazol-2-yl]-8-fluoro-1,1-dioxo-2,3-dihydro-1lambda6,5-benzothiazepin-4-one N[C@H]1CS(C2=C(N(C1=O)CC1=CC=C(C=C1)Cl)C=C(C(=C2)F)C=2OC(=NN2)C(=O)N2CC(CCC2)(F)F)(=O)=O